(2S)-3-(3-cyanophenyl)-2-{2',4'-dichloro-[1,1'-biphenyl]-3-sulfonamido}propanoic acid C(#N)C=1C=C(C=CC1)C[C@@H](C(=O)O)NS(=O)(=O)C=1C=C(C=CC1)C1=C(C=C(C=C1)Cl)Cl